((1-(2-chloro-4-(1-methyl-1H-pyrazol-4-yl)benzyl)-4-hydroxypiperidin-4-yl)methyl)-2-methyl-2,6-dihydro-7H-pyrazolo[4,3-d]pyrimidin-7-one dihydrochloride Cl.Cl.ClC1=C(CN2CCC(CC2)(O)CC=2N(N=C3C2N=CNC3=O)C)C=CC(=C1)C=1C=NN(C1)C